BrC=1C(=C2C(=NC1)NCC21C(C1)CCC)Cl 5'-Bromo-4'-chloro-2-propyl-1',2'-dihydrospiro[cyclopropane-1,3'-pyrrolo[2,3-b]pyridine]